N1=CC=C(C=C1)CCC1=CC=NC=C1 1,2-Bis(4-pyridyl)ethan